FC(C1=CC(=NC=C1)N1CCC2(CCN(C2)C2=CN=C3C(=N2)N(N=C3)CC(F)(F)F)CC1)F 8-[4-(difluoromethyl)pyridin-2-yl]-2-[1-(2,2,2-trifluoroethyl)-1H-pyrazolo[3,4-b]pyrazin-6-yl]-2,8-diazaspiro[4.5]decane